epsilon-t-butyloxycarbonyl-L-lysine C(C)(C)(C)OC(=O)C(CCC[C@H](N)C(=O)O)N